methyl 6-(3-(4-(4-phenylbutoxy)benzamido)phenyl)picolinate C1(=CC=CC=C1)CCCCOC1=CC=C(C(=O)NC=2C=C(C=CC2)C2=CC=CC(=N2)C(=O)OC)C=C1